3-ethynylthiophene-2-carboxylic Acid C(#C)C1=C(SC=C1)C(=O)O